1-Isopropyl-3-(4-methoxyphenyl)-2,4-dioxo-1,2,3,4-tetrahydropyrimidine-5-carboxylic acid ethyl ester C(C)OC(=O)C=1C(N(C(N(C1)C(C)C)=O)C1=CC=C(C=C1)OC)=O